(E)-N-(3,5-dimethylphenyl)-2-(((3-(iodomethyl)-3-methylpent-2-ylidene)amino)oxy)acetamide palladium [Pd].CC=1C=C(C=C(C1)C)NC(CO/N=C(\C)/C(CC)(C)CI)=O